di(phenyl)-(2,4,6-trinitrophenyl)iminoaminium C1(=CC=CC=C1)[N+](=NC1=C(C=C(C=C1[N+](=O)[O-])[N+](=O)[O-])[N+](=O)[O-])C1=CC=CC=C1